6-(6-bromo-3-fluoropyridin-2-yl)-6-azaspiro[2.5]octane-1-carboxylic acid BrC1=CC=C(C(=N1)N1CCC2(CC2C(=O)O)CC1)F